N-(4-(3-chloro-4-fluorophenyl)-5-cyanothiazol-2-yl)-5-((2-hydroxy-3-methoxybenzyl)amino)-3-methylpyridine-2-sulfonamide ClC=1C=C(C=CC1F)C=1N=C(SC1C#N)NS(=O)(=O)C1=NC=C(C=C1C)NCC1=C(C(=CC=C1)OC)O